C1=CC(=CC=2C3=CC=CC=C3NC12)C(=O)N Carbazole-3-formamide